((1R,3s,5S)-8-azabicyclo[3.2.1]octan-3-yl)(6-(2-hydroxy-4-(1H-pyrazol-4-yl)phenyl)pyridazin-3-yl)methanone [C@H]12CC(C[C@H](CC1)N2)C(=O)C=2N=NC(=CC2)C2=C(C=C(C=C2)C=2C=NNC2)O